C(C)(C)(C)C1NCC=2N=C(NC21)C2=NN(C1=CC(=CC=C21)Br)C2OCCCC2 tert-butyl-2-(6-bromo-1-(tetrahydro-2H-pyran-2-yl)-1H-indazol-3-yl)-4,6-dihydropyrrolo[3,4-d]imidazole